6-chloro-N-(8,9-difluoro-6-oxo-1,4,5,6-tetrahydro-2H-pyrano[3,4-c]isoquinolin-1-yl)-N-methylimidazo[1,2-a]pyridine-2-carboxamide ClC=1C=CC=2N(C1)C=C(N2)C(=O)N(C)C2COCC=1NC(C=3C=C(C(=CC3C12)F)F)=O